BrC1=C(C=C(C=C1OC)C(CC(=O)C1=C(C=CC=C1)O)=O)OC 3-(4-bromo-3,5-dimethoxyphenyl)-1-(2-hydroxyphenyl)propane-1,3-dione